tert-butyl 3-isopropyl-5-(1,4-dioxaspiro[4.5]dec-7-en-8-yl)-1H-pyrrolo[3,2-b]pyridine-1-carboxylate C(C)(C)C1=CN(C=2C1=NC(=CC2)C2=CCC1(OCCO1)CC2)C(=O)OC(C)(C)C